1,1-dimethylethyl 3-[3-(2-methoxy-3-pyridinyl) pyrazolo[1,5-a]pyrimidin-5-yl]-3,6-diazabicyclo[3.1.1]heptane-6-carboxylate COC1=NC=CC=C1C=1C=NN2C1N=C(C=C2)N2CC1N(C(C2)C1)C(=O)OC(C)(C)C